Tert-butylmethyl (2-(4-(4-(3-(6-methylpyridin-2-yl)-1-trityl-1H-pyrazol-4-yl)pyridin-2-yl)phenoxy)ethyl)carbamate CC1=CC=CC(=N1)C1=NN(C=C1C1=CC(=NC=C1)C1=CC=C(OCCNC(OCC(C)(C)C)=O)C=C1)C(C1=CC=CC=C1)(C1=CC=CC=C1)C1=CC=CC=C1